N-phenyl-cyanamide C1(=CC=CC=C1)NC#N